BrC=1C=C(C=CC1)CC(\C=C/C=O)NC(OC(C)(C)C)=O tert-butyl (Z)-(1-(3-bromophenyl)-5-oxopent-3-en-2-yl)carbamate